propyl 4-(3-{[3-(5-methyl-1,2,4-oxadiazol-3-yl) phenyl] formylamino} propionylamino)-1H-imidazole-1-carboxylate CC1=NC(=NO1)C=1C=C(C=CC1)C(=O)NCCC(=O)NC=1N=CN(C1)C(=O)OCCC